(6aR,8R)-5-(4-(trifluoromethyl)phenyl)-5,6,6a,7,8,9-hexahydropyrido[3,2-e]pyrrolo[1,2-a]pyrazin-8-amine FC(C1=CC=C(C=C1)N1C[C@@H]2N(C3=C1C=CC=N3)C[C@@H](C2)N)(F)F